OC1CCN(CC1)C=1C=NC(=NC1)N1CCC2(CN(C2)C(=O)[O-])CC1 7-[5-(4-hydroxy-1-piperidyl)pyrimidin-2-yl]-2,7-diazaspiro[3.5]nonane-2-carboxylate